N-[2-(dimethylamino)ethyl]-glycine CN(CCNCC(=O)O)C